(1-(2,2,2-trifluoroethyl)-1H-pyrazol-5-yl)methanone FC(CN1N=CC=C1C=O)(F)F